6-aza-1-hydroxybenzotriazole ON1N=NC2=C1C=NC=C2